tert-butyl cis-3-((methylsulfonyl)amino)-2-(((cis-4-phenylcyclohexyl)oxy)methyl)-piperidine-1-carboxylate CS(=O)(=O)N[C@@H]1[C@@H](N(CCC1)C(=O)OC(C)(C)C)CO[C@@H]1CC[C@@H](CC1)C1=CC=CC=C1